N-(2,6-dioxopiperidin-3-yl)-4-(4-((6-((5-fluoro-4-(4-fluoro-1-isopropyl-2-methyl-1H-benzo[d]imidazol-6-yl)pyrimidin-2-yl)amino)pyridin-3-yl)methyl)-[1,4'-bipiperidin]-1'-yl)benzamide O=C1NC(CCC1NC(C1=CC=C(C=C1)N1CCC(CC1)N1CCC(CC1)CC=1C=NC(=CC1)NC1=NC=C(C(=N1)C=1C=C(C2=C(N(C(=N2)C)C(C)C)C1)F)F)=O)=O